2-bromo-N,N-dimethyl-4,5,6,7-tetrahydrobenzo[d]thiazol-4-amine BrC=1SC2=C(N1)C(CCC2)N(C)C